ClC=1C=C2C(=CN=C(C2=CN1)O[C@@H]1C[C@@H](C1)S(=O)(=O)C)[C@@H](CCC)N[S@@](=O)C(C)(C)C (S)-N-((R)-1-(6-chloro-1-(cis-3-(methylsulfonyl)cyclobutoxy)-2,7-naphthyridin-4-yl)butyl)-2-methylpropane-2-sulfinamide